1-(2,6-bis(benzyloxy)pyridin-3-yl)-5-bromo-1H-benzo[d]imidazol-2(3H)-one C(C1=CC=CC=C1)OC1=NC(=CC=C1N1C(NC2=C1C=CC(=C2)Br)=O)OCC2=CC=CC=C2